N1N=CC(=C1C(=O)NN)C(=O)NN 1H-Pyrazole-4,5-dicarbohydrazide